OC1(CCC(CC1)CN1CN(C2=NCN(C2=C1)C)C)C(F)(F)F 1-(((1S,4S)-4-hydroxy-4-(trifluoromethyl)cyclohexyl)methyl)-3,7-dimethyl-1H-purine